FC(OC1=CC=C(C=C1)C1(CC1)C(=O)N1[C@@H](CCC1)C(=O)NNCC(=O)N)(F)F 2-(2-((1-(4-(Trifluoromethoxy)phenyl)cyclopropane-1-carbonyl)-L-prolyl)hydrazineyl)acetamide